C(C)(=O)O[C@H]1[C@@H](SC2=C(C=CC(=C2)Cl)OC)O[C@@H]([C@@H]([C@@H]1N=[N+]=[N-])OC(C)=O)COC(C)=O 5-chloro-2-methoxyphenyl 2,4,6-tri-O-acetyl-3-azido-3-deoxy-1-thio-α-D-galactopyranoside